C(C1=CC=CC=C1)OC(=O)N1CCN(CC1)S(=O)(=O)C=1C=NC2=CC=C(C=C2C1Cl)Br 4-[(6-bromo-4-chloro-3-quinolinyl)sulfonyl]Piperazine-1-carboxylic acid benzyl ester